FC1=CC(=C(C=C1)C=1C2=C(C(=NC1C1=NN3C(CN(CC3)C(C(=C)F)=O)=C1)C=1C=C3CCNC(C3=CC1)=O)C=CS2)OC(C)C 6-[7-(4-fluoro-2-isopropoxy-phenyl)-6-[5-(2-fluoroprop-2-enoyl)-6,7-dihydro-4H-pyrazolo[1,5-a]pyrazin-2-yl]thieno[3,2-c]pyridin-4-yl]-3,4-dihydro-2H-isoquinolin-1-one